FC(COC(C(=O)Cl)=O)(F)F.O=C(C(=O)OCC(F)(F)F)N1[C@H](CC[C@@H](C1)C)C=1C=CC2=CN(N=C2C1)C1CC1 |r| 2,2,2-Trifluoroethyl 2-oxo-2-[rac-(2R,5S)-2-(2-cyclopropylindazol-6-yl)-5-methyl-1-piperidyl]acetate 2,2,2-Trifluoroethyl-2-chloro-2-oxo-acetate